5-(1-aminoethyl)-1H-benzo[D]imidazol-2-amine NC(C)C1=CC2=C(NC(=N2)N)C=C1